O1CCC(=CC1)B1CC(C(C1)(C)C)(C)C 1-(3,6-dihydro-2H-pyran-4-yl)-3,3,4,4-tetramethylborolane